C(C)(C)(C)S(=O)(=O)N1C(CC(C1)(F)F)C1=C(C=CC=C1)C1CC1 1-(tert-butylsulfonyl)-2-(2-cyclopropylphenyl)4,4-difluoropyrrolidin